2-(trifluoromethyl)-nicotinamide FC(C1=C(C(=O)N)C=CC=N1)(F)F